15-azido-5-isopropyl-4,7-dioxo-10,13-dioxa-3,6-diazapentadecan-1-oic acid N(=[N+]=[N-])CCOCCOCCC(NC(C(NCC(=O)O)=O)C(C)C)=O